FC1=C(C=C(C=C1)OC=1C(=C2C=CNC2=CC1F)C)C=1NC(=CN1)C1(COCC1)C=1C=C(C=CC1)CCC(=O)O 3-(3-(3-(2-(2-fluoro-5-((6-fluoro-4-methyl-1H-indol-5-yl)oxy)phenyl)-1H-imidazol-5-yl)tetrahydrofuran-3-yl)phenyl)propanoic acid